tert-butyl (S)-4-((3-(((R)-1-(4-((1-(5-ethoxy-5-oxopentyl)piperidin-4-yl)ethynyl)naphthalen-1-yl)ethyl)carbamoyl)-4-methylphenyl)amino)-3,3-difluoropyrrolidine-1-carboxylate C(C)OC(CCCCN1CCC(CC1)C#CC1=CC=C(C2=CC=CC=C12)[C@@H](C)NC(=O)C=1C=C(C=CC1C)N[C@@H]1C(CN(C1)C(=O)OC(C)(C)C)(F)F)=O